C(C)(=O)C1=NN(C2=C(C=CC=C12)C)CC(=O)N1[C@@H]2C[C@@]2(C[C@H]1C(=O)NC1=NC(=CC=C1C)Br)CNC(=O)C1C(CCC1)(F)F (1R,3S,5R)-2-(2-(3-acetyl-7-methyl-1H-indazol-1-yl)acetyl)-N-(6-bromo-3-methylpyridin-2-yl)-5-((2,2-difluorocyclopentane-1-carboxamido)methyl)-2-azabicyclo[3.1.0]hexane-3-carboxamide